N1(CCNCC1)CCN1C2=C(C3=CC=C(C=C13)O)C=CN=C2C(F)(F)F 9-(2-(piperazin-1-yl)ethyl)-1-(trifluoromethyl)-9H-pyrido[3,4-b]indol-7-ol